C(CCCCCCC)C1=CC=2CC3=CC(=CC=C3C2C=C1)CCCCCCCC 2,7-dioctylfluorene